C12(CC3CC(CC(C1)C3)C2)CN2N=CC(=C2C)C2=C(C=3C(CN(C3C=C2)C=2N=NC(=CC2)NC=2SC3=C(N2)C=CC=C3)(C)C)C(=O)OC methyl 5-(1-(adamantan-1-ylmethyl)-5-methyl-1H-pyrazol-4-yl)-1-(6-(benzo[d]thiazol-2-ylamino)pyridazin-3-yl)-3,3-dimethylindoline-4-carboxylate